4-[[4-[[(1S)-2-hydroxy-1-phenyl-ethyl]amino]-5-(3-isopropyl-1,2,4-oxadiazol-5-yl)pyrimidin-2-yl]amino]-N,2-dimethyl-benzamide OC[C@H](C1=CC=CC=C1)NC1=NC(=NC=C1C1=NC(=NO1)C(C)C)NC1=CC(=C(C(=O)NC)C=C1)C